[(1S)-3-[2-[6-[5-[tert-butyl(dimethyl)silyl]oxy-1-tetrahydropyran-2-yl-indazol-3-yl]pyrazin-2-yl]oxyethoxy]-1-methyl-propyl]methanesulfonate [Si](C)(C)(C(C)(C)C)OC=1C=C2C(=NN(C2=CC1)C1OCCCC1)C1=CN=CC(=N1)OCCOCC[C@H](C)CS(=O)(=O)[O-]